(5-methyl-2-pyridyl)-[4-[5-(trifluoromethyl)-1,2,4-oxadiazol-3-yl]phenyl]methanol CC=1C=CC(=NC1)C(O)C1=CC=C(C=C1)C1=NOC(=N1)C(F)(F)F